(2-(3-fluorophenyl)-7-nitro-1H-indol-5-yl)methanol FC=1C=C(C=CC1)C=1NC2=C(C=C(C=C2C1)CO)[N+](=O)[O-]